FC=1C=C(C=CC1F)CC(=O)NC=1C(=NC(=C(C1)C)N1CCOCCC1)N1C[C@@H](CC1)F 2-(3,4-Difluoro-phenyl)-N-[2-((R)-3-fluoro-pyrrolidin-1-yl)-5-methyl-6-[1,4]oxazepan-4-yl-pyridin-3-yl]-acetamide